(Z)-2-cyano-3-hydroxy-N-(5-methoxy-4-phenethylpyrimidin-2-yl)-3-(5-methylisoxazol-4-yl)acrylamide C(#N)/C(/C(=O)NC1=NC=C(C(=N1)CCC1=CC=CC=C1)OC)=C(\C=1C=NOC1C)/O